CO[Si](CCCNC(=O)N)(OCCC)OCCC N-(3-methoxydipropoxysilylpropyl)urea